NC1=NC=2C=C(C=CC2C2=C1N=C(N2CC(C)(O)C)CCCC)CC2=CC(=CC=C2)N 1-{4-amino-7-[(3-aminophenyl)methyl]-2-butylimidazo[4,5-c]quinolin-1-yl}-2-methylpropan-2-ol